BrC=1C=NC2=C(C=C(C=C2C1)Cl)F 3-bromo-6-chloro-8-fluoroquinoline